C1(=CC=CC2=CC=CC=C12)N(C(C(=C)C)=O)C1=CC=CC=C1 N-(1-naphthyl)-N-phenylmethacrylamide